C(C)(C)N1CN(CC=2C1=CN(C2)CC2=C(C=CC=C2C)C)C 1-isopropyl-3-methyl-6-(2,6-dimethylbenzyl)-1,6-dihydro-2H-pyrrolo[3,4-d]Pyrimidine